C12(CC(C1)C2)NC2=NC=C(C(=N2)N[C@H]2C[C@H]([C@@H](CC2)C)O)C(=O)N 2-(bicyclo[1.1.1]pentan-1-ylamino)-4-((1R,3R,4R)-3-hydroxy-4-methylcyclohexylamino)-pyrimidine-5-carboxamide